C(C(C)=C)C(N)C(=O)O (2-methallyl)glycine